cyclododecyl-boric acid C1(CCCCCCCCCCC1)OB(O)O